BrC=1N(C(=CN1)C(=O)OC)CC(C)=O methyl 2-bromo-1-(2-oxopropyl)-1H-imidazole-5-carboxylate